C(C)OC(C(C)N(C1=CC=C(C=C1)F)C=1SC(=C(N1)Cl)C(=O)C1=NC(=NO1)C)=O (N-[4-chloro-5-(3-methyl-1,2,4-oxadiazole-5-carbonyl)thiazol-2-yl]-4-fluoroanilino)propionic acid ethyl ester